tert-butyl 2-((6-(5-cyanopyrazin-2-ylamino)-3-(1-methyl-1H-pyrazol-4-yl)pyridazin-4-ylamino)methyl)morpholine-4-carboxylate C(#N)C=1N=CC(=NC1)NC1=CC(=C(N=N1)C=1C=NN(C1)C)NCC1CN(CCO1)C(=O)OC(C)(C)C